NC=1C=C(C=CC1)NC1=NC(=NC=C1C1=CC=C(C=C1)C(F)(F)F)NC=1C(=NN(C1)C)Cl N4-(3-aminophenyl)-N2-(3-chloro-1-methyl-1H-pyrazol-4-yl)-5-(4-(trifluoromethyl)phenyl)pyrimidine-2,4-diamine